OC[C@@]1([C@H](C(O)OC1)O)O 3-C-(Hydroxymethyl)-D-erythrofuranose